FC1=C(C=CC(=C1)C(F)(F)F)C1=NN2C(CN(CC2)C(C=C)=O)=C1C1=C2C(=NC=C1)NC=C2C 1-(2-(2-fluoro-4-(trifluoromethyl)phenyl)-3-(3-methyl-1H-pyrrolo[2,3-b]pyridin-4-yl)-6,7-dihydropyrazolo[1,5-a]pyrazin-5(4H)-yl)prop-2-en-1-one